C(#N)C=1C=C(NC=2C(=NC(=C(N2)NC)C=2C3=C(C=NC2)N(C=N3)C)C(=O)N)C=CC1N1CCOCC1 3-(3-cyano-4-morpholino-anilino)-5-(methylamino)-6-(3-methylimidazo[4,5-c]pyridin-7-yl)pyrazine-2-carboxamide